O=C(C(=O)[O-])CCCC=O 2,6-dioxohexanoate